2-amino-N-tert-butyl-4-chloro-thiazole-5-carboxamide hydrochloride Cl.NC=1SC(=C(N1)Cl)C(=O)NC(C)(C)C